Benzyl (2R)-2-methylpiperazine-1-carboxylate C[C@H]1N(CCNC1)C(=O)OCC1=CC=CC=C1